N-(6-(4-(2-hydroxy-2-methylpropyl)piperazin-1-yl)-2,2-dimethyl-2,3-dihydrobenzofuran-5-yl)pyrazolo[1,5-a]pyrimidine-3-carboxamide OC(CN1CCN(CC1)C1=CC2=C(CC(O2)(C)C)C=C1NC(=O)C=1C=NN2C1N=CC=C2)(C)C